N1=CN=C2N=CNC2=C1SC[C@H](N)C(=O)O S-(6-purinyl)-L-cysteine